C(C1=CC=CC=C1)[C@@H]1N(C(OC1)=O)C(=O)[C@]12CO[C@](CC1)(C2)C (S)-4-benzyl-3-((1r,4r)-1-methyl-2-oxabicyclo[2.2.1]heptane-4-carbonyl)oxazolidin-2-one